N1=C(C=CC=C1)C=CC=O 3-(pyridin-2-yl)prop-2-en-1-one